C(CCC)[Sn](C=1N=CN(C1)C(C1=CC=CC=C1)(C1=CC=CC=C1)C1=CC=CC=C1)(CCCC)CCCC tributyl-(1-tritylimidazol-4-yl)stannane